NC=1C=2N(C=C(N1)C1=CC=C(C=C1)C)C(=CN2)C=2C=C(C=CC2C)S(=O)(=O)N[C@@H]2CC[C@H](CC2)O 3-[8-Amino-6-(4-methylphenyl)imidazo[1,2-a]pyrazin-3-yl]-N-(trans-4-hydroxycyclohexyl)-4-methylbenzenesulfonamide